C=1(C(=CC=CC1)O)O o-phenylene glycol